[Ni].NC1=CC=C(C=C1)C=1C2=CC=C(N2)C(=C2C=CC(C(=C3C=CC(=C(C=4C=CC1N4)C4=CC=C(C=C4)N)N3)C3=CC=C(C=C3)N)=N2)C2=CC=C(C=C2)N 5,10,15,20-tetra(4-aminophenyl)porphyrin nickel